(E)-3-((3-((E)-4-((3-isopropoxyazetidine-1-yl)methyl)styryl)-1H-indazole-6-yl)methylene)-4-phenylpyrrolidin-2-one trifluoroacetate FC(C(=O)O)(F)F.C(C)(C)OC1CN(C1)CC1=CC=C(/C=C/C2=NNC3=CC(=CC=C23)\C=C/2\C(NCC2C2=CC=CC=C2)=O)C=C1